C(C)C(CC(=O)NC(C(=O)O)CCN(CCCCC1=NC=2NCCCC2C=C1)CCN1CCOCC1)CC 2-(3-ethylpentanoylamino)-4-[2-morpholinoethyl-[4-(5,6,7,8-tetrahydro-1,8-naphthyridin-2-yl)butyl]amino]butanoic acid